3-methyl-6-(5-methyl-1H-indol-2-yl)benzo[D]oxazol-2(3H)-one CN1C(OC2=C1C=CC(=C2)C=2NC1=CC=C(C=C1C2)C)=O